6-[2-[4-(cyclopropylmethyl)-4-azaspiro[2.5]octan-7-yl]-7-fluoro-indazol-5-yl]-2,8-dimethyl-imidazo[1,2-b]pyridazine C1(CC1)CN1C2(CC2)CC(CC1)N1N=C2C(=CC(=CC2=C1)C=1C=C(C=2N(N1)C=C(N2)C)C)F